SCCC(=O)O.OCSSCO Hydroxymethyldisulfid (3-mercaptopropionat)